OC(CNC(C(=C)C)=O)C N-(2-hydroxypropyl)methyl-acrylamide